N-(5-((4-(5,6-dihydro-4H-pyrrolo[3,2,1-ij]quinolin-1-yl)pyrimidin-2-yl)amino)-4-methoxy-2-(methyl(2-(methyl(methyl-d3)amino)ethyl)amino)phenyl)acetamide C1(=CN2CCCC3=CC=CC1=C23)C2=NC(=NC=C2)NC=2C(=CC(=C(C2)NC(C)=O)N(CCN(C([2H])([2H])[2H])C)C)OC